[C@@H]12N(C[C@@H](CC1)C2)CCNC(=O)C=2C=C(C(=NC2)C)NC(=O)C=2C=C1C(=NC2)NC(=C1)C=1C=NN(C1)C N-(5-((2-((1R,4S)-2-azabicyclo[2.2.1]heptan-2-yl)ethyl)carbamoyl)-2-methylpyridin-3-yl)-2-(1-methyl-1H-pyrazol-4-yl)-1H-pyrrolo[2,3-b]pyridine-5-carboxamide